N-[4-[2-(5-chloropyridin-3-yl)piperazine-1-carbonyl]-3-pyrrolidin-1-ylphenyl]cyclopropanecarboxamide ClC=1C=C(C=NC1)C1N(CCNC1)C(=O)C1=C(C=C(C=C1)NC(=O)C1CC1)N1CCCC1